O=C1NC2(CN(C2)C(=O)N2CC3(C2)C[C@H](CC3)OC=3C(=CC(=NC3)C(F)(F)F)C#N)COC1 5-[[(6S)-2-(6-oxo-8-oxa-2,5-diazaspiro[3.5]nonane-2-carbonyl)-2-azaspiro[3.4]oct-6-yl]oxy]-2-(trifluoromethyl)pyridine-4-carbonitrile